FC1(CCOCC1)C(=O)NC=1N=C2N(C=C(C=C2)C2=CN=NC(=C2)OC)C1 4-Fluoro-N-(6-(6-methoxypyridazin-4-yl)imidazo[1,2-a]pyridin-2-yl)tetrahydro-2H-pyran-4-carboxamide